2-(4-amino-8-(3-methoxy-2,6-dimethylphenyl)pyrido[3,4-d]pyrimidin-6-yl)-1-morpholinoethan-1-one NC=1C2=C(N=CN1)C(=NC(=C2)CC(=O)N2CCOCC2)C2=C(C(=CC=C2C)OC)C